ClC1=NC(=C(C(=C1C#N)CC)C#N)N1C2CN(C(C1)C2)C 2-chloro-4-ethyl-6-(5-methyl-2,5-diazabicyclo[2.2.1]hept-2-yl)pyridine-3,5-dicarbonitrile